C1(CC1)C=1C=CC=C2C(=CN=NC12)NC1=NC(=NC=C1)NC1=CC(=CC=C1)N1CCOCC1 N4-(8-cyclopropylcinnolin-4-yl)-N2-(3-morpholinophenyl)pyrimidine-2,4-diamine